FC1=C(C(=C(C=C1OC)OC)F)N1C(N(C2=C(C1)C=NC(=C2)C=2C(=NN(C2)C)C)CC=2C=NN(C2)CC)=O 3-(2,6-difluoro-3,5-dimethoxyphenyl)-7-(1,3-dimethyl-1H-pyrazol-4-yl)-1-((1-ethyl-1H-pyrazol-4-yl)methyl)-3,4-dihydropyrido[4,3-d]pyrimidin-2(1H)-one